NCC1=CC=C(C=C1)NC(=O)C1=CC2=C(COC3=CC=C(C=C23)F)C=C1C=1C(=NC(=CC1)C(NCCC)=O)C(=O)O 3-(9-((4-(aminomethyl)phenyl)carbamoyl)-2-fluoro-6H-benzo[c]chromen-8-yl)-6-(propylcarbamoyl)picolinic acid